NC1OC2=C(OC1)C=CC=C2N2CCN(CC2)O 3-Amino-5-(4-hydroxypiperazin-1-yl)-2,3-dihydro-1,4-benzodioxine